3-oxo-3,4-dihydro-2H-1,4-benzoxazine-6-carbonitrile O=C1COC2=C(N1)C=C(C=C2)C#N